ClC=1C=C(C=NC1)OC=1C(NC(C1)=O)=O 3-((5-chloropyridin-3-yl)oxy)-1H-pyrrole-2,5-dione